3-methoxy-4-[(6-methoxypyridin-3-yl)oxy]benzonitrile COC=1C=C(C#N)C=CC1OC=1C=NC(=CC1)OC